FC(=C1CCC2=C(C(=CC=C12)C1=NN=C(C(N1C)=O)N[C@H]1CN(CCC1)C)O)F (R)-3-(1-(difluoromethylene)-4-hydroxy-2,3-dihydro-1H-inden-5-yl)-4-methyl-6-((1-methylpiperidin-3-yl)amino)-1,2,4-triazine-5(4H)-one